(3ar,6ar)-tert-butyl hexahydropyrrolo[3,4-c]pyrrole-2(1H)-carboxylate C1N(C[C@@H]2[C@@H]1CNC2)C(=O)OC(C)(C)C